FC1(CC(C1)[C@@H](C)NC(C1=CN=CC(=C1N1C[C@]2(CCCN2)CC1)C1=CC(=CC(=C1)F)F)=O)F N-[(R)-1-(3,3-difluorocyclobutyl)ethyl]-4-{(S)-1,7-diaza-7-spiro[4.4]nonyl}-5-(3,5-difluorophenyl)nicotinamide